tert-butyl 5-cyclopropyl-3-(methoxymethyl)-1-oxoisoindoline-2-carboxylate C1(CC1)C=1C=C2C(N(C(C2=CC1)=O)C(=O)OC(C)(C)C)COC